cis-7-amino-1-[4-(dimethylamino)cyclohexyl]-3-(2-fluoro-6-methyl-phenyl)-4H-pyrimido[4,5-d]pyrimidin-2-one NC1=NC=C2C(=N1)N(C(N(C2)C2=C(C=CC=C2C)F)=O)[C@@H]2CC[C@@H](CC2)N(C)C